C1CCC12NCC[C@@H](C2)N2CC1=C(C=C(C=C1CC2)C(=O)OC)F methyl 2-[(8S)-5-azaspiro[3.5]nonan-8-yl]-8-fluoro-3,4-dihydro-1H-isoquinoline-6-carboxylate